ClC1=CC=C(C(=N1)C1=NOC(N1)=O)NC(C)C=1C=2C3=C(N(C(C2C=C(C1)C)=O)C)N(N=C3)C3CCCC3 3-(6-Chloro-3-((1-(3-cyclopentyl-4,7-dimethyl-5-oxo-4,5-dihydro-3H-pyrazolo[3,4-c]isoquinolin-9-yl)ethyl)amino)pyridin-2-yl)-1,2,4-oxadiazol-5(4H)-one